1-[(2R)-2-methyl-3-oxo-4-[(1S)-1-[6-(trifluoromethoxy)pyridin-2-yl]ethyl]-2H-1,4-benzoxazin-7-yl]-3-(1-methylcyclopentyl)urea C[C@H]1OC2=C(N(C1=O)[C@@H](C)C1=NC(=CC=C1)OC(F)(F)F)C=CC(=C2)NC(=O)NC2(CCCC2)C